OC1[C@H](O)[C@@H](O)[C@H](O)CO1 Xylopyranos